(2-pyrazin-yl)acetophenone N1=C(C=NC=C1)CC(=O)C1=CC=CC=C1